benzyl 8-(6-(cyclopentyl (methyl) carbamoyl)-5,6,7,8-tetrahydro-1,6-naphthyridin-2-yl)-3,8-diazabicyclo[3.2.1]octane-3-carboxylate C1(CCCC1)N(C(=O)N1CC=2C=CC(=NC2CC1)N1C2CN(CC1CC2)C(=O)OCC2=CC=CC=C2)C